2,5-Dioxopyrrolidin-1-yl (2S)-4-{[2-{[2-(dimethylamino)ethyl]amino}-2-oxo(1-13C)ethyl]sulfanyl}-2-[3-(dimethylamino)propanamido]butanoate CN(CCNC([13CH2]SCC[C@@H](C(=O)ON1C(CCC1=O)=O)NC(CCN(C)C)=O)=O)C